(2,2,2-trifluoroethyl) carbamate C(N)(OCC(F)(F)F)=O